C(CCCC(=O)OCC(COC(CCCC(OCCC(CCCCC)CCCCC)=O)=O)(COC(CCCC(OCCC(CCCCC)CCCCC)=O)=O)CO)(=O)OCCC(CCCCC)CCCCC O5-[2-(hydroxymethyl)-3-[5-oxo-5-(3-pentyloctoxy) pentanoyl]oxy-2-[[5-oxo-5-(3-pentyloctoxy)pentanoyl]oxy-methyl]propyl] O1-(3-pentyloctyl) pentanedioate